(Z)-2-(1-(3-(3-Chlorophenoxy)benzylidene)-5-fluoro-2-methyl-1H-inden-3-yl)acetic acid ClC=1C=C(OC=2C=C(\C=C/3\C(=C(C4=CC(=CC=C34)F)CC(=O)O)C)C=CC2)C=CC1